methyl 6-chloro-4-((4-methoxybenzyl)amino)pyridazine-3-carboxylate ClC1=CC(=C(N=N1)C(=O)OC)NCC1=CC=C(C=C1)OC